(4-hydroxyphenyl)-3,4-dihydroxy-2(3H)-pyranone OC1=CC=C(C=C1)C1(C(OC=CC1O)=O)O